3-(3-(difluoromethoxy)phenyl)-1H-1,2,4-triazole FC(OC=1C=C(C=CC1)C1=NNC=N1)F